4-((2-((tert-butoxycarbonyl)amino)ethyl)amino)piperidine-1-carboxylic acid benzyl ester C(C1=CC=CC=C1)OC(=O)N1CCC(CC1)NCCNC(=O)OC(C)(C)C